N(=C=O)C=1C=C(C=C(C1)C)NC(CC1=CC=CC=C1)=O N-(3-isocyanato-5-methylphenyl)-2-phenylacetamide